3-(2-Aminoethoxy)azetidine-1-carboxylic acid tert-butyl ester C(C)(C)(C)OC(=O)N1CC(C1)OCCN